C12CNCNCC2=CCCC1 5,3-diazabicyclo[5.4.0]undec-7-ene